FC(S(=O)(=O)OC(C(=O)[O-])C)(F)F 2-(trifluoromethanesulfonyloxy)propanoate